N,N'-dimethoxy-N,N'-dimethyl-malonamide CON(C(CC(=O)N(C)OC)=O)C